IC1=C(C=CC=C1)NC(C(C)(C)C)=O N-(2-iodophenyl)pivalamide